3,3',4',5,7-pentahydroxydihydroflavonol OC1(C(OC2=CC(=CC(C2C1=O)O)O)C1=CC(=C(C=C1)O)O)O